C1(CC1)N(C(=O)C=1C(=NN(C1F)C)C(F)F)CC1=C(C=CC(=C1)F)CC N-Cyclopropyl-3-(difluoromethyl)-N-(2-ethyl-5-fluorobenzyl)-5-fluoro-1-methyl-1H-pyrazol-4-carboxamid